N-((1R,2R)-1-(2,3-dihydrobenzo[b][1,4]dioxin-6-yl)-1-hydroxy-3-(pyrrolidin-1-yl)propan-2-yl)octanamide (2R,3R)-2,3-dihydroxysuccinate O[C@@H](C(=O)O)[C@H](C(=O)O)O.O1C2=C(OCC1)C=C(C=C2)[C@H]([C@@H](CN2CCCC2)NC(CCCCCCC)=O)O